C1(=CC=CC=C1)C(=C)C=1C(=NC=CN1)NCCN1CCCC1 3-(1-phenylvinyl)-N-(2-(pyrrolidin-1-yl)ethyl)pyrazin-2-amine